C(C)[C@@H]1N(C[C@H](N(C1)C(C)C1=C(C=C(C=C1)F)CC)CC)C=1C=2C(N(C(C1)=O)C)=CN(N2)C2OCCCC2 7-((2S,5R)-2,5-diethyl-4-(1-(2-ethyl-4-fluorophenyl)ethyl)piperazin-1-yl)-4-methyl-2-(tetrahydro-2H-pyran-2-yl)-2,4-dihydro-5H-pyrazolo[4,3-b]pyridin-5-one